5'-(allyloxy)-2'-bromo-4-((3,5-difluoropyridin-2-yl)methoxy-d2)-3'-fluoro-6-(prop-1-en-1-yl)-2H-[1,4'-bipyridin]-2-one C(C=C)OC=1C(=C(C(=NC1)Br)F)N1C(C=C(C=C1C=CC)OC([2H])([2H])C1=NC=C(C=C1F)F)=O